C(C)N(C(CCCCCCCC)=O)CC N,N-diethyl-nonanamide